FC(C=1C=C(C=C(C1)C(F)(F)F)C1=C2C(=C(N=N1)C1=CC(=CC(=C1)C(F)(F)F)C(F)(F)F)SC=C2)(F)F 4,7-bis(3,5-bis-trifluoromethylphenyl)thieno[2,3-d]Pyridazine